FC(CN1C(=NC2=C1C=C(C=C2F)C2=CNC=1N=C(N=CC12)NC1CC(C1)(C)NC(CC)=O)C)F N-((1r,3r)-3-((5-(1-(2,2-difluoroethyl)-4-fluoro-2-methyl-1H-benzo[d]imidazol-6-yl)-7H-pyrrolo[2,3-d]pyrimidin-2-yl)amino)-1-methylcyclobutyl)propionamide